FC1=CC2=C(N(C([C@H](CS2)NC(OC(C)(C)C)=O)=O)CC2=CC=C(C=C2)OC(C(F)F)(F)F)C=C1C(=N)NN tert-butyl N-[(3R)-8-fluoro-7-(hydrazinecarboximidoyl)-4-oxo-5-[[4-(1,1,2,2-tetrafluoroethoxy)phenyl]methyl]-2,3-dihydro-1,5-benzothiazepin-3-yl]carbamate